(S)-N-hydroxy-3-(4-hydroxyphenyl)-2-(4-((thiophene-2-sulfonylamino)methyl)-1H-1,2,3-triazol-1-yl)propanamide ONC([C@H](CC1=CC=C(C=C1)O)N1N=NC(=C1)CNS(=O)(=O)C=1SC=CC1)=O